(1-(2-chloro-5-((1-methyl-3-(trifluoromethyl)-1H-pyrazol-4-yl)ethynyl)pyridin-4-yl)piperidin-4-yl)methanol ClC1=NC=C(C(=C1)N1CCC(CC1)CO)C#CC=1C(=NN(C1)C)C(F)(F)F